6-(4-Chlorophenyl)-3-((1S,2R)-2-hydroxycyclohexyl)-8-(1-methyl-1H-pyrazol-4-yl)pyrido[3,4-d]pyrimidin-4(3H)-one ClC1=CC=C(C=C1)C1=CC2=C(N=CN(C2=O)[C@@H]2[C@@H](CCCC2)O)C(=N1)C=1C=NN(C1)C